(R)-1,2,3,4-tetrahydronaphthalen C1CCCC2=CC=CC=C12